C(C1=CC=CC=C1)OC(CCOCCC(=O)O)=O 3-(3-(benzyloxy)-3-oxopropoxy)propanoic acid